1-(5-Bromo-2-fluoro-3-pyridyl)-6-oxo-pyridazine-3-carboxylic acid BrC=1C=C(C(=NC1)F)N1N=C(C=CC1=O)C(=O)O